OC[C@H]1N(CC(=C1)C=1C=C(C=CC1)C)C(=O)OC(C)(C)C (S)-tert-butyl 2-(hydroxymethyl)-4-(m-tolyl)-2,5-dihydro-1H-pyrrole-1-carboxylate